C(C1=CC=CC=C1)N1C2COCC1CC(C2)C#N 9-Benzyl-3-oxa-9-azabicyclo[3.3.1]nonane-7-carbonitrile